ClC1=CC=C(C=C1)C1=NN2C(CN(C(C2)(C)C)C(C=C)=O)=C1C1=CC=NC=C1 1-[2-(4-chlorophenyl)-6,6-dimethyl-3-(pyridin-4-yl)-6,7-dihydropyrazolo[1,5-a]pyrazin-5(4H)-yl]prop-2-en-1-one